3-methyl-4-propyloctane CC(CC)C(CCCC)CCC